1-benzyl 2-methyl (2S,3R,4R)-3-ethyl-4-fluoropyrrolidine-1,2-dicarboxylate C(C)[C@@H]1[C@H](N(C[C@@H]1F)C(=O)OCC1=CC=CC=C1)C(=O)OC